CC(CO)(C)CC(C(=O)[O-])(C)N (1,1-dimethyl-2-hydroxyethyl)-aminoisobutyrate